CC1(NCCS1)C(=O)N The molecule is a thiazolidinecarboxamide that is 1,3-thiazolidine-2-carboxamide substituted by a methyl group at position 2. It has a role as a human metabolite. It derives from a hydride of a 1,3-thiazolidine.